ethyl 6-[(7R,8aS)-7-[2,3-dichloro-6-(prop-2-en-1-yloxy)phenyl]-4-oxo-hexahydropyrrolo[1,2-a]pyrazin-2-yl]pyridine-3-carboxylate ClC1=C(C(=CC=C1Cl)OCC=C)[C@H]1C[C@@H]2N(C(CN(C2)C2=CC=C(C=N2)C(=O)OCC)=O)C1